F[P-](F)(F)(F)(F)F.N1(N=NC2=C1N=CC=C2)OC(=[N+](C)C)N(C)C 2-(7-Aza-1H-benzotriazole-1-yl)-1,1,3,3-tetramethyluronium hexafluoro-phosphate